C(C=C)(=O)O.C(C=C)(=O)O.C(C=C)(=O)O.C=C ethylene triacrylate